(5-fluoro-2-(hydroxymethyl)benzyl)-4-(5-methyl-2-(oxetan-3-ylamino)pyrimidin-4-yl)-1H-pyrrole-2-carboxamide FC=1C=CC(=C(CN2C(=CC(=C2)C2=NC(=NC=C2C)NC2COC2)C(=O)N)C1)CO